BrC=1C(=CC(=C(C1)N1[C@@H]2CN([C@H](C1)C2)C(=O)OC(C)(C)C)F)[N+](=O)[O-] (1S,4S)-tert-butyl 5-(5-bromo-2-fluoro-4-nitrophenyl)-2,5-diazabicyclo[2.2.1]heptane-2-carboxylate